2-(4-chlorophenyl)-6-methoxy-3-((4-nitrobutyl)thio)-3a,8a-dihydrofuro[2,3-b]benzofuran ClC1=CC=C(C=C1)C1=C(C2C(OC3=C2C=CC(=C3)OC)O1)SCCCC[N+](=O)[O-]